6-[5-({1-[4-fluoro-3-(trifluoromethyl)phenyl]ethyl}carbamoyl)-6-methoxypyridin-3-yl]-N-methyl-1H-indazole-3-carboxamide FC1=C(C=C(C=C1)C(C)NC(=O)C=1C=C(C=NC1OC)C1=CC=C2C(=NNC2=C1)C(=O)NC)C(F)(F)F